C(=O)O.C(=O)O.C(#C)C1=C2C=CC(=CC2=CC=C1)O 5-ethynylnaphthalen-2-ol diformate